ClS(C1=CC=C(C=C1)F)(F)(F)(F)F 4-(chlorotetrafluoro-λ6-sulfanyl)fluorobenzene